CC1(C=C(CCN1C(=O)OC(C)(C)C)OS(=O)(=O)C(F)(F)F)C tert-butyl 6,6-dimethyl-4-(((trifluoromethyl)sulfonyl)oxy)-3,6-dihydro-pyridine-1(2H)-carboxylate